[(1S,3R)-5-bromo-1-methyl-1,2,3,4-tetrahydroisoquinolin-3-yl]methoxy-tert-butyldimethyl-silane BrC1=C2C[C@@H](N[C@H](C2=CC=C1)C)CO[Si](C)(C)C(C)(C)C